CC12CCN(C2C1)C(=O)[O-] 5-methyl-2-azabicyclo[3.1.0]hexane-2-carboxylate